[Si](C)(C)(C(C)(C)C)OCC1=CC=C(C=C1)N1CCC(CC1)C 1-(4-{[(tert-butyldimethylsilyl)oxy]methyl}phenyl)-4-methylpiperidine